C(C)S(=O)(=O)C1=C(N=C(N1C)C=1C=NC(=CC1)F)C1=NC2=C(C=NC(=C2)C(F)(F)F)N1C 2-[5-(ethylsulfonyl)-2-(6-fluoropyridin-3-yl)-1-methyl-1H-imidazol-4-yl]-3-methyl-6-(trifluoromethyl)-3H-imidazo[4,5-c]pyridine